2-(DIMETHYLAMINO)THIAZOLE-4-BORONIC ACID CN(C=1SC=C(N1)B(O)O)C